tert-butyl 4-[[5-[4-(1-hydroxy-1-methyl-ethyl)-2-(6-methyl-7-oxo-1H-pyrrolo[2,3-c]pyridin-4-yl)phenoxy]-2-pyridyl]methyl]piperidine-1-carboxylate OC(C)(C)C1=CC(=C(OC=2C=CC(=NC2)CC2CCN(CC2)C(=O)OC(C)(C)C)C=C1)C=1C2=C(C(N(C1)C)=O)NC=C2